ClC=1C=C(C=CC1F)N1N=CC(=C1)C=1C=C(CC2=NC(=C3NC(=NC3=N2)C2CCCC2)C(=O)N)C=C(C1)F (3-(1-(3-chloro-4-fluorophenyl)-1H-pyrazol-4-yl)-5-fluorobenzyl)-8-cyclopentyl-7H-purine-6-carboxamide